Methyl-3-bromo-4,5-dimethoxybenzaldehyde CC1=C(C=O)C=C(C(=C1Br)OC)OC